bis(2,6-dibromophenyl)-methane BrC1=C(C(=CC=C1)Br)CC1=C(C=CC=C1Br)Br